4-hydroxypiperidine-1-sulfonamide OC1CCN(CC1)S(=O)(=O)N